FC(C(=O)O)(F)F.FC(C(=O)O)(F)F.C(C)OC1=NC=CC=C1C1=NC=C(C=N1)C1(CCNCC1)C(=O)N[C@@H]1CN(CC1)C 4-[2-(2-ethoxypyridin-3-yl)pyrimidin-5-yl]-N-[(3S)-1-methylpyrrolidin-3-yl]piperidine-4-carboxamide bistrifluoroacetate salt